C=1(C(=CC=CC1)B(O)O)C1=CC=CC=C1 (1,1'-Biphenyl)-boronic acid